4-(6-methoxypyridin-3-yl)cyclohex-3-en-1-carbonitrile COC1=CC=C(C=N1)C1=CCC(CC1)C#N